(2,2-dimethyl)-1,3-propanediol carbonate C(O)(=O)OCC(CO)(C)C